(+/-)-trans-3-((2-(5-fluoro-1H-pyrrolo[2,3-b]pyridin-3-yl)-6-(1-methyl-1H-pyrazol-4-yl)pyrimidin-4-yl)amino)bicyclo[2.2.2]octane-2-carboxylic acid FC=1C=C2C(=NC1)NC=C2C2=NC(=CC(=N2)NC2C(C1CCC2CC1)C(=O)O)C=1C=NN(C1)C